FC(OCC1(CCN(CC1)CC1=CC=C(C=C1)NC(C)=O)CCC1=CC=CC=C1)F N-(4-((4-((difluoromethoxy)methyl)-4-phenethylpiperidin-1-yl)methyl)phenyl)acetamide